(S)-4-allyloxycarbonylamino-4-[2-(2-{2-[2-(2-{2-[2-(2-methoxyethoxy)ethoxy]ethoxy}ethoxy)ethoxy]ethoxy}ethoxy)ethylcarbamoyl]butyric acid C(C=C)OC(=O)N[C@@H](CCC(=O)O)C(NCCOCCOCCOCCOCCOCCOCCOCCOC)=O